FC1=C(C(=O)NC2=NC(=CC=C2)C(=O)C2CCN(CC2)C)C(=CC(=C1)F)F 2,4,6-trifluoro-N-[6-(1-methyl-piperidine-4-carbonyl)-pyridin-2-yl]-benzamide